N=1N(N=C2C1C=CC=C2)C=2C(=C(C=C(C2)C(C)(CC(C)(C)C)C)CNC(C(=C)C)=O)O N-[[3-(benzotriazol-2-yl)-2-hydroxy-5-(2,4,4-trimethylpentan-2-yl)phenyl]methyl]-2-methylprop-2-enamide